BrC1=CC=C(C=C1)[C@]12[C@](C=3C(=NC(=CC3O1)Cl)OC)([C@@H]([C@@H]([C@H]2C2=CC=CC=C2)CN(C)C)O)O |r| rac-(5aR,6S,7S,8R,8aS)-5a-(4-bromophenyl)-3-chloro-7-((dimethylamino)methyl)-1-methoxy-6-phenyl-5a,6,7,8-tetrahydro-8aH-cyclopenta[4,5]furo[3,2-c]pyridine-8,8a-diol